1-(4-(3,4-dichlorophenyl)-7-methylisochroman-1-yl)-N-methyl-methylamine ClC=1C=C(C=CC1Cl)C1COC(C2=CC(=CC=C12)C)CNC